COC=1C(=NC=CC1)NC(=S)C=1C(=NC=CC1C)C(N)=N ((3-methoxypyridin-2-yl)carbamothioyl)-4-methyl-picolinimidamide